Methyl 4-cyclopropyl-3-(N-(4-fluoro-5-(methylsulfonyl)-2-(pyridin-2-yl)phenyl)sulfamoyl)benzoate C1(CC1)C1=C(C=C(C(=O)OC)C=C1)S(NC1=C(C=C(C(=C1)S(=O)(=O)C)F)C1=NC=CC=C1)(=O)=O